O=C1NC(CC[C@@H]1N1C(C2=CC=C(C=C2C1)N1CCN(CC1)C1CCN(CC1)C1CCN(CC1)C(=O)OC(C)(C)C)=O)=O tert-butyl 4-[4-[4-[2-[(3S)-2,6-dioxo-3-piperidyl]-1-oxo-isoindolin-5-yl]piperazin-1-yl]-1-piperidyl]piperidine-1-carboxylate